[Mo].[Cr].[Cr].[Cr] trichromium-molybdenum